Z,E-9,12-Tetradecadien-1-yl-Acetate C(CCCCCCC\C=C/C\C=C\C)CC(=O)[O-]